ClCCCC1S(NC2=C(O1)C(=CC=C2)F)(=O)=O 3-(3-chloropropyl)-5-fluoro-1H-4,2,1-benzooxathiazine 2,2-dioxide